6-bromo-2-[(2R,4S)-2-(1-cyclopropylpyrazol-4-yl)tetrahydropyran-4-yl]-7-methyl-4-[3-(trifluoromethyl)-1-bicyclo[1.1.1]pentanyl]pyrido[2,3-d]pyrimidine BrC1=CC2=C(N=C(N=C2C23CC(C2)(C3)C(F)(F)F)[C@@H]3C[C@@H](OCC3)C=3C=NN(C3)C3CC3)N=C1C